1,3-dimethyl-5,5-dimethylhydantoin CN1C(=O)N(C(=O)C1(C)C)C